SC(CO)(C)O 2-Mercapto-1,2-propanediol